5,5-Bis(acetoxymethyl)-2,2-diphenylazelaic acid C(C)(=O)OCC(CCC(C(=O)O)(C1=CC=CC=C1)C1=CC=CC=C1)(CCCC(=O)O)COC(C)=O